OC1=NOC(=C1)C(=O)N(C)C(C(NC1=CC=C(C=C1)[Si](C)(C)C)=O)C1=CC=C(C=C1)OC 3-hydroxy-N-(1-(4-methoxyphenyl)-2-oxo-2-((4-(trimethylsilyl)phenyl)amino)ethyl)-N-methyl-1,2-oxazole-5-carboxamide